ClC=1C=C(C=CC1Cl)NC(=O)N1CC2=CN(C(C=C2CC1)=O)C N-(3,4-dichlorophenyl)-7-methyl-6-oxo-3,4,6,7-tetrahydro-2,7-naphthyridine-2(1H)-carboxamide